1-{3-methoxy-4-{2-[4-(2,3-dichlorophenyl)piperazin-1-yl]ethoxy}benzyl}-3-(4-tolyl)urea COC=1C=C(CNC(=O)NC2=CC=C(C=C2)C)C=CC1OCCN1CCN(CC1)C1=C(C(=CC=C1)Cl)Cl